FC1=NNC2=CC=C(C=C12)C#CC1=NC(=NC=C1)C1=NC(=NC=C1)N1CC2=CC=C(C=C2C1)F 3-fluoro-5-((2'-(5-fluoroisoindolin-2-yl)-[2,4'-bipyrimidin]-4-yl)ethynyl)-1H-indazole